N=1C=C(N2C1C=CC=C2)C2=CC(=NC=N2)NCC2=CC=C(C=C2)C2=NN(C=C2)C (6-imidazo[1,2-a]pyridin-3-yl-pyrimidin-4-yl)-[4-(1-methyl-1H-pyrazol-3-yl)-benzyl]-amine